2-Hexyldecyl 7-(8-((2-butyloctyl)oxy)-N-(3-(dimethylamino)propyl)-8-oxooctanamido)-heptadecanoate C(CCC)C(COC(CCCCCCC(=O)N(CCCN(C)C)C(CCCCCC(=O)OCC(CCCCCCCC)CCCCCC)CCCCCCCCCC)=O)CCCCCC